NC=1N=NC(=CC1N1CCC2(CN(CCO2)C=2C=C(OCCN3CCN(CC3)C(=O)OC(C)(C)C)C=CC2)CC1)C1=C(C=CC=C1)O tert-butyl 4-[2-[3-[9-[3-amino-6-(2-hydroxyphenyl)pyridazin-4-yl]-1-oxa-4,9-diazaspiro[5.5]undecan-4-yl]phenoxy]ethyl]piperazine-1-carboxylate